4-acetyl-3-(3-cyclopropoxyphenyl)-5-methyl-1H-pyrrole-2-carbaldehyde C(C)(=O)C=1C(=C(NC1C)C=O)C1=CC(=CC=C1)OC1CC1